C1=CC(=O)N(C1=O)CCC(=O)NCCOCCOCCOCCOCCC(=O)N[C@H]2[C@@H]([C@H]([C@@H]([C@H](O2)CO)O[C@H]3[C@@H]([C@H]([C@H]([C@H](O3)CO)O)O[C@@H]4[C@@H]([C@H]([C@H]([C@H](O4)CO)O)O)O)O)O)O The molecule is a trisaccharide derivative in which a trisaccharide consisting of alpha-D-galactose, beta-D-galactose and beta-D-glucose residues linked sequentially (1->3) and (1->4), with the glucosyl residue at the reducing end being linked glycosidically to the terminal amide nitrogen of 19-maleimido-17-oxo-4,7,10,13-tetraoxa-16-azanonadecan-1-amide. It is a trisaccharide derivative and a member of maleimides.